(5-fluoro-6-vinylpyridin-3-yl)carbamic acid tert-butyl ester C(C)(C)(C)OC(NC=1C=NC(=C(C1)F)C=C)=O